2-chloro-N-(1-cyclopentyl-1H-imidazol-4-yl)pyrrolo[2,1-f][1,2,4]triazin-4-amine ClC1=NN2C(C(=N1)NC=1N=CN(C1)C1CCCC1)=CC=C2